OCTYLDODECANOL CCCCCCCCCCC(CO)CCCCCCCC